2,3-dimethyl-5-propenyl-cyclohexanone CC1C(CC(CC1C)C=CC)=O